C(C)(C)(C)OC(=O)N1C[C@@H]2[C@H]3C[C@H]3[C@H](C1)N2C(C)(C)C2=CC=CC=C2 (1r,2r,4s,5s)-9-(2-phenylpropan-2-yl)-7,9-diazatricyclo[3.3.1.02,4]nonane-7-carboxylic acid tert-butyl ester